5-hydroxy-N-(6-methyl-5-(7-(methylamino)-1,6-naphthyridin-3-yl)pyridin-3-yl)-5,6,7,8-tetrahydronaphthyridin-1-carboxamide OC1C=2C=CCN(C2NCC1)C(=O)NC=1C=NC(=C(C1)C=1C=NC2=CC(=NC=C2C1)NC)C